N-(3,5-difluoro-4-hydroxyphenyl)acetamide 9H-fluoren-9-ylmethyl-N-[(1S)-1-[[4-[[tert-butyl(dimethyl)silyl]oxymethyl]-3-iodo-phenyl]carbamoyl]-4-ureido-butyl]carbamate C1=CC=CC=2C3=CC=CC=C3C(C12)COC(N[C@@H](CCCNC(=O)N)C(NC1=CC(=C(C=C1)CO[Si](C)(C)C(C)(C)C)I)=O)=O.FC=1C=C(C=C(C1O)F)NC(C)=O